5-(4-cyclopentyl-4H-1,2,4-triazol-3-yl)-3-(3-(4-cyclopropyl-1H-imidazol-1-yl)phenyl)-1H-indazole C1(CCCC1)N1C(=NN=C1)C=1C=C2C(=NNC2=CC1)C1=CC(=CC=C1)N1C=NC(=C1)C1CC1